praseodymium platinum [Pt].[Pr]